N-(2-methyl-6-(6-methyl-7-oxo-6,7-dihydro-1H-pyrrolo[2,3-c]pyridin-4-yl)-1-(2-fluoro-5-(trifluoromethyl)benzyl)-1H-benzo[d]imidazol-4-yl)ethanesulfonamide CC1=NC2=C(N1CC1=C(C=CC(=C1)C(F)(F)F)F)C=C(C=C2NS(=O)(=O)CC)C=2C1=C(C(N(C2)C)=O)NC=C1